CC1(OB(OC1(C)C)C1=CC=C(C=C1)N1CCN(CC1)C1=NC2=C(N1)C=C(C=C2)C#N)C 2-(4-(4-(4,4,5,5-tetramethyl-1,3,2-dioxaborolan-2-yl)phenyl)piperazin-1-yl)-1H-benzo[d]imidazole-6-carbonitrile